1-acetyl-2-ethyl-3-methyl-4-(4-pentyl-1H-1,2,3-triazol-1-yl)-1,2,3,4-tetrahydroquinoline-6-carboxylate C(C)(=O)N1C(C(C(C2=CC(=CC=C12)C(=O)[O-])N1N=NC(=C1)CCCCC)C)CC